NC=1C2=C(N=CN1)N(C(=C2C2=CC(=C(C=C2)OC2=NC=CC(=N2)C)C)C2=C(C=C(C=C2)NC(C=C)=O)F)C N-(4-(4-amino-7-methyl-5-(3-methyl-4-((4-methylpyrimidin-2-yl)oxy)phenyl)-7H-pyrrolo[2,3-d]pyrimidin-6-yl)-3-fluorophenyl)acrylamide